OC1=CC2=C(C=CS2)C=C1 6-hydroxy-1-benzothiophen